OB(C1=CC(=C(CN(C(=O)C=2C=C(C=C(C2)Br)B(O)O)CCCC[C@@H](C(=O)N)N)C=C1)C(F)(F)F)O (S)-(3-((4-dihydroxyboryl-2-(trifluoromethyl)benzyl)(5,6-diamino-6-oxohexyl)carbamoyl)-5-bromophenyl)boronic acid